[Br-].C(#N)C=1SC2=C(N1)C=CC(=C2)OC=2C=CC(=C(OCC(=O)NCCCCCC[P+](C1=CC=CC=C1)(C1=CC=CC=C1)C1=CC=CC=C1)C2)O (6-(2-(5-((2-cyanobenzo[d]thiazol-6-yl)oxy)-2-hydroxyphenoxy)acetamido)hexyl)triphenylphosphonium bromide